C(C)(C)(C)OC(=O)N1CCN(C2=CC=CC(=C12)C)C1=CC2=C(N=C(N=C2)NC2=CC=C(C=C2)N2CCN(CC2)C)N(C1=O)C=1C=NC=CC1 8-methyl-4-[2-[4-(4-methylpiperazin-1-yl)anilino]-7-oxo-8-(3-pyridinyl)pyrido[2,3-d]pyrimidin-6-yl]-2,3-dihydroquinoxaline-1-carboxylic acid tert-butyl ester